2-(3-fluoro-1H-pyrazol-4-yl)-N-(1-((1r,4r)-4-morpholinocyclohexyl)-3-(pyrazin-2-yl)-1H-pyrazol-4-yl)oxazole-4-carboxamide formic acid salt C(=O)O.FC1=NNC=C1C=1OC=C(N1)C(=O)NC=1C(=NN(C1)C1CCC(CC1)N1CCOCC1)C1=NC=CN=C1